N-[3-(7-{[(3S,4R)-3-fluoro-1-methylpiperidin-4-yl]amino}-3-(2,2,2-trifluoroethyl)pyrazolo[1,5-a]pyridin-2-yl)prop-2-yn-1-yl]-3-methoxybenzamide F[C@H]1CN(CC[C@H]1NC1=CC=CC=2N1N=C(C2CC(F)(F)F)C#CCNC(C2=CC(=CC=C2)OC)=O)C